CC1=NNC=C1C1=CC=2N(C=C1)N=C(N2)NC2CCOCC2 7-(3-methyl-1H-pyrazol-4-yl)-N-(tetrahydro-2H-pyran-4-yl)-[1,2,4]triazolo[1,5-a]pyridin-2-amine